COC1=CC=C(S1)CNCC1=CC(=NC=C1)N1CCCCC1 N-[(5-methoxy-2-thienyl)methyl]-1-[2-(1-piperidyl)-4-pyridyl]-methanamine